6-bromo-1-isopropyl-3,3-dimethylindolin-2-one BrC1=CC=C2C(C(N(C2=C1)C(C)C)=O)(C)C